4,5-difluoroisoindoline-1,3-dione FC1=C2C(NC(C2=CC=C1F)=O)=O